C1(=CC=CC=C1)CCON1CN(C=C1)CC1=C(C=CC(=C1)Cl)Cl 1-(2-Phenylethoxy)-3-(2,5-dichlorobenzyl)imidazole